COC1=CC=2N(N=C1)C=NC2C(F)(F)F 3-methoxy-5-(trifluoromethyl)imidazo[1,5-b]pyridazine